BrC(C1=CC=C(C=C1)N=NC1=CC=CC=C1)Br 4'-dibromomethylazobenzene